1,3,5-trimethylcyclohexanol CC1(CC(CC(C1)C)C)O